tert-butyl (2-(4-((17-azido-3,6,9,12,15-pentaoxaheptadecyl)carbamoyl)piperazin-1-yl)ethyl)carbamate N(=[N+]=[N-])CCOCCOCCOCCOCCOCCNC(=O)N1CCN(CC1)CCNC(OC(C)(C)C)=O